(3R)-1-[(4R)-7-fluoro-8-methoxy-1H,3H,4H-pyrano[4,3-c]pyridin-4-yl]-3-(2-isopropoxyphenyl)piperazine FC1=C(C2=C(C=N1)[C@H](COC2)N2C[C@H](NCC2)C2=C(C=CC=C2)OC(C)C)OC